C(#N)C=1COC(C1C1=CC=C(C=C1)N(C)CCCCO)(C)C 3-cyano-4-(4-((4-hydroxybutyl)(methyl)amino)phenyl)-5,5-dimethylfuran